7-bromo-2,2-dimethylheptanoic acid ethyl ester C(C)OC(C(CCCCCBr)(C)C)=O